O1CCN(CC1)CCOC(=O)C1=C(N=NN1)C1=CC=2CC3=CC(=CC=C3C2C=C1)C=1N=NNC1 4-(7-(1H-1,2,3-triazol-4-yl)-9H-fluoren-2-yl)-1H-1,2,3-triazole-5-carboxylic acid 2-morpholinoethyl ester